OC(CC(=O)[O-])(CC(=O)[O-])C(=O)[O-] 2-hydroxypropan-1,2,3-tricarboxylate